tris[4'-methyl-4-(2-(4-pyridinyl)ethyl)-2,2'-bipyridyl] iron (II) [Fe+2].CC1=CC(=NC=C1)C1=NC=CC(=C1)CCC1=CC=NC=C1.CC1=CC(=NC=C1)C1=NC=CC(=C1)CCC1=CC=NC=C1.CC1=CC(=NC=C1)C1=NC=CC(=C1)CCC1=CC=NC=C1